IC1=CC=C(CCN2CCN(CC2)C2=CC=C(C=C2)C2=CC3=C(C(=N2)C)C=C(N3C)C3=CC=C(C=C3)S(=O)(=O)C)C=C1 6-(4-(4-(4-Iodophenethyl)piperazin-1-yl)phenyl)-1,4-dimethyl-2-(4-(methylsulfonyl)phenyl)-1H-pyrrolo[3,2-c]pyridin